4-{4'-[2-((2R,6S)-4-acetyl-2,6-dimethylpiperazin-1-yl)ethoxy]-[1,1'-biphenyl]-4-yl}-6-methyl-1H-pyrrolo[2,3-c]pyridin-7(6H)-one C(C)(=O)N1C[C@H](N([C@H](C1)C)CCOC1=CC=C(C=C1)C1=CC=C(C=C1)C=1C2=C(C(N(C1)C)=O)NC=C2)C